Ethylene chloride C(CCl)Cl